Cl/C=C/CON=C(CC)C=1C(CC(CC1O)CC(C)SCC)=O 2-[1-[[[(2e)-3-chloro-2-propen-1-yl]oxy]imino]propyl]-5-[2-(ethylthio)propyl]-3-hydroxy-2-cyclohexen-1-one